(S)-10-((5-Chloro-2-((S)-4,6-dimethyl-1,4-diazepan-1-yl)pyrimidin-4-yl)amino)-2-cyclopropyl-3,3-difluoro-7-methyl-1,2,3,4-tetrahydro-[1,4]oxazepino[2,3-c]chinolin-6(7H)-on ClC=1C(=NC(=NC1)N1CCN(C[C@@H](C1)C)C)NC1=CC=2C3=C(C(N(C2C=C1)C)=O)OCC([C@@H](N3)C3CC3)(F)F